5-bromo-3-tert-butyl-N-(2-chloro-4-cyanophenyl)-2-hydroxy-benzamide BrC=1C=C(C(=C(C(=O)NC2=C(C=C(C=C2)C#N)Cl)C1)O)C(C)(C)C